ClC1=CC=C(C=C1)C1CCN(CC1)C1=C(C=C(N)C=C1)F 4-(4-(4-Chlorophenyl)piperidin-1-yl)-3-fluoroaniline